6-(3-aminopyrrolidin-1-yl)-N-(3,4-dichloro-2-fluorophenyl)pyrido[3,4-d]pyrimidin-4-amine NC1CN(CC1)C1=CC2=C(N=CN=C2NC2=C(C(=C(C=C2)Cl)Cl)F)C=N1